4-(4-(((1H-benzo[d]imidazol-6-yl)methyl)(3-methoxybenzyl)amino)benzyl)piperazin-2-one N1C=NC2=C1C=C(C=C2)CN(C2=CC=C(CN1CC(NCC1)=O)C=C2)CC2=CC(=CC=C2)OC